5-[2-({[(2S,4R)-1-[(2S)-2-[(1-fluorocyclopropyl)formamido]-3,3-dimethylbutanoyl]-4-hydroxypyrrolidin-2-yl]formamido}methyl)-5-(4-methyl-1,3-thiazol-5-yl)phenoxy]pentanoic acid FC1(CC1)C(=O)N[C@H](C(=O)N1[C@@H](C[C@H](C1)O)C(=O)NCC1=C(OCCCCC(=O)O)C=C(C=C1)C1=C(N=CS1)C)C(C)(C)C